CC(=CCO)CCC=C(CCC=C(CCC=C(C)C)C)C 3,7,11,15-tetramethylhexadeca-2,6,10,14-tetraen-1-ol